Ethyl isonicotinate C(C1=CC=NC=C1)(=O)OCC